(S)-6-((1-((3-bromopyridin-2-yl)methyl)-3-oxoisoindolin-2-yl)methyl)benzo[d]oxazol-2(3H)-one BrC=1C(=NC=CC1)C[C@@H]1N(C(C2=CC=CC=C12)=O)CC1=CC2=C(NC(O2)=O)C=C1